The molecule is a macrolide that is produced by the fermentation of Streptomyces hygroscopicus and exhibits strong immunosuppressant properties. It has a role as an immunosuppressive agent, an antifungal agent and a bacterial metabolite. It is a macrolide, an ether, a lactol and a secondary alcohol. CC[C@@H]1/C=C(/C[C@@H](C[C@@H]([C@@H]2[C@H](C[C@H]([C@@](O2)(C(=O)C(=O)N3CCCC[C@H]3C(=O)O[C@@H]([C@@H]([C@H](CC1=O)O)C)/C(=C/[C@@H]4CC[C@H]([C@@H](C4)OC)O)/C)O)C)OC)OC)C)\\C